C(N)(=O)[C@H]1C[C@H](C1)NC(C1=C(N=CC(=C1C)C(F)(F)F)N1CCC(CCC1)(F)F)=O N-((cis)-3-carbamoylcyclobutyl)-2-(4,4-difluoroazepan-1-yl)-4-methyl-5-(trifluoromethyl)nicotinamide